1-(1H-benzo[d]imidazol-2-yl)-3-(p-tolyl)urea N1C(=NC2=C1C=CC=C2)NC(=O)NC2=CC=C(C=C2)C